NCCNCCS(=O)(=O)[O-] 2-[(2-aminoethyl)amino]ethansulfonate